3-methylguanine CN1C(=NC(C=2NC=NC12)=O)N